[rac-(1S,2R)-2-fluorocyclopropyl]-[rac-(5S,7S)-7-fluoro-5-phenyl-6,7-dihydro-5H-pyrrolo[1,2-b][1,2,4]triazol-2-yl]methanol F[C@H]1[C@@H](C1)C(O)C=1N=C2N(N1)[C@@H](C[C@@H]2F)C2=CC=CC=C2 |r|